FC=1C=C(C=NC1)CCCNC(=O)C1=C(OC=C1)C1=CC(=C(C=C1)OC)I N-(3-(5-fluoropyridin-3-yl)propyl)-2-(3-iodo-4-methoxyphenyl)furan-3-carboxamide